ClC1=CC=C(C=C1)C(=O)N1CCCC1 (4-chlorophenyl)(pyrrolidin-1-yl)methanone